OC=1C=C(C=C(C1O)O)C=CC1=CC=CC=C1 3,4,5-Trihydroxystilbene